COC1=C(C(=O)N)C=C(C=C1)S(=O)(=O)C 2-methoxy-5-(methylsulfonyl)benzamide